7-(5-(bis(4-methoxybenzyl)amino)-2-(trifluoromethyl)phenyl)-2-(methylthio)-7,8-dihydro-5H-pyrano[4,3-d]pyrimidin-4-ol COC1=CC=C(CN(C=2C=CC(=C(C2)C2CC=3N=C(N=C(C3CO2)O)SC)C(F)(F)F)CC2=CC=C(C=C2)OC)C=C1